C(#N)C=1C=C(C(=O)N[C@H](C)C2=CN=C(S2)C2=CC(=NC=C2)C(F)(F)F)C=CC1 (R)-3-cyano-N-(1-(2-(2-(trifluoromethyl)pyridin-4-yl)thiazol-5-yl)ethyl)benzamide